CC1(C(NC2=C(C=CC=C12)C(=O)O)=O)C 3,3-dimethyl-2-oxoindoline-7-carboxylic acid